methyl (S)-3-(3-bromo-4-methoxyphenyl)-3-((4-(trifluoromethoxy)phenyl)sulfonamido)propanoate BrC=1C=C(C=CC1OC)[C@H](CC(=O)OC)NS(=O)(=O)C1=CC=C(C=C1)OC(F)(F)F